CC(C)(C)C1=CC(=C(C=C1)O)C(C)(C)C 2,4-tert-butylphenol